N1=CN=C(C2=C1CCNC2)N2CCNCC2 4-(5,6,7,8-tetrahydropyrido[4,3-d]pyrimidine-4-yl)piperazine